3-(5-((5-((4'-chloro-[1,1'-biphenyl]-2-yl)methyl)-2,5-diazabicyclo[2.2.2]octane-2-yl)methyl)-1-oxoisoindolin-2-yl)piperidine-2,6-dione ClC1=CC=C(C=C1)C1=C(C=CC=C1)CN1C2CN(C(C1)CC2)CC=2C=C1CN(C(C1=CC2)=O)C2C(NC(CC2)=O)=O